4-bromo-5-chloro-6-fluoro-7-nitro-2-(tetrahydro-2H-pyran-2-yl)-2H-indazole BrC=1C2=CN(N=C2C(=C(C1Cl)F)[N+](=O)[O-])C1OCCCC1